2-[2,5-dimethyl-4-(2-methyl-4-pyridyl)imidazol-1-yl]-N-(5-pyrazin-2-yl-2-pyridyl)acetamide CC=1N(C(=C(N1)C1=CC(=NC=C1)C)C)CC(=O)NC1=NC=C(C=C1)C1=NC=CN=C1